CN1N=C2C(C(N(C3=C(C=CC=C23)N)C)C)=N1 2,4,5-trimethyl-4,5-dihydro-2H-[1,2,3]triazolo[4,5-c]quinolin-6-amine